C(#N)C(C(=O)N1C[C@H](OCC1)CC(=O)N[C@@H](CC1=CC=CC=C1)B(O)O)=CC(C)(C)N1CC(CC1)(F)F ((R)-1-(2-((R)-4-(2-cyano-4-(3,3-difluoropyrrolidin-1-yl)-4-methylpent-2-enoyl)morpholin-2-yl)acetamido)-2-phenylethyl)boronic acid